(S)-(+)-dimethyl (3-methyl-2-oxo-5-phenylpentyl)phosphonate C[C@H](C(CP(OC)(OC)=O)=O)CCC1=CC=CC=C1